NC1=NC2=C(C=C(C=C2C(=N1)C)C=1C=C(C(=NC1)OC)C=1C(=C(C=CC1F)S(=O)(=O)N)F)OCC1CC1 (5-(2-amino-8-(cyclopropylmethoxy)-4-methylquinazolin-6-yl)-2-methoxypyridin-3-yl)-2,4-difluorobenzenesulfonamide